N-methyl-1-(6-(1-(trifluoromethyl)-1H-pyrazol-4-yl)pyridazin-3-yl)methanamine CNCC=1N=NC(=CC1)C=1C=NN(C1)C(F)(F)F